COC=1C=CC(=C(C1)NCCNC(CC)=O)[N+](=O)[O-] N-(2-((5-methoxy-2-nitrophenyl)amino)ethyl)propanamide